N-(6-(difluoromethyl)pyridin-2-yl)-2-(1-(2-(4-(4-((2,6-dioxopiperidin-3-yl)amino)-2-fluorophenyl)piperidin-1-yl)acetyl)piperidin-4-yl)-6-isopropoxy-2H-indazole-5-carboxamide FC(C1=CC=CC(=N1)NC(=O)C1=CC2=CN(N=C2C=C1OC(C)C)C1CCN(CC1)C(CN1CCC(CC1)C1=C(C=C(C=C1)NC1C(NC(CC1)=O)=O)F)=O)F